C(C)(C)N1C(=NC(=C1)C(F)(F)F)C1=CC=C(C=C1)CNC 1-(4-(1-isopropyl-4-(trifluoromethyl)-1H-imidazol-2-yl)phenyl)-N-methyl-methylamine